4-benzyloxy-2-chloro-5-hydroxy-6-methyl-pyridine-3-carboxylic acid ethyl ester C(C)OC(=O)C=1C(=NC(=C(C1OCC1=CC=CC=C1)O)C)Cl